(2-(2-aminopyridin-3-yl)-3-(4-(((tert-butyldimethylsilyl)oxy)methyl)phenyl)-3H-imidazo[4,5-b]pyridin-5-yl)methanol NC1=NC=CC=C1C1=NC=2C(=NC(=CC2)CO)N1C1=CC=C(C=C1)CO[Si](C)(C)C(C)(C)C